C(CCCC)NC1CC(NC1)C(=O)N 4-(pentylamino)pyrrolidine-2-carboxamide